C(\C=C\CCCCCC)=O trans-nonenal